ClC=1SC(=NN1)CCC 2-chloro-5-propyl-1,3,4-thiadiazole